NC=1C(=C(C(=CC1)F)NC=1C(=C2C(N(C=NC2=CC1)C)=O)Br)Cl 6-((3-amino-2-chloro-6-fluorophenyl)amino)-5-bromo-3-methyl-quinazolin-4(3H)-one